S1C(=CC=C1)S(=O)(=O)NC1=C(C(=O)NC=2SC=C(N2)C2=CC=C(C=C2)C)C=CC=C1 ((2-thienyl)sulfonamido)-N-(4-(4-methylphenyl)thiazol-2-yl)benzamide